C(C(=C)C)(=O)OCCC[Si](OC)(OC)OC 3-(trimethoxylsilyl)propyl methacrylate